O=C1NC(CCC1N1C(C2=CC=CC(=C2C1)/N=N/C1=CC=C(OCC(=O)NCCCCNC(OC(C)(C)C)=O)C=C1)=O)=O tert-butyl (E)-(4-(2-(4-((2-(2,6-dioxopiperidin-3-yl)-1-oxoisoindolin-4-yl)diazenyl)phenoxy)acetamido)butyl)carbamate